S(=O)(=O)(O)O.NCCC=C(C(=O)O)C beta-aminoethyl-methacrylic acid sulfate